(2R,4R)-N2-(5-((+)-1-amino-1-(3-cyanophenyl)-3-cyclopropyl)-2-fluorophenyl)-N1-(4-cyanophenyl)-4-methoxypyrrolidine-1,2-dicarboxamide NC1(CC1C=1C=CC(=C(C1)NC(=O)[C@@H]1N(C[C@@H](C1)OC)C(=O)NC1=CC=C(C=C1)C#N)F)C1=CC(=CC=C1)C#N